3-(isoquinolin-4-yl)-1-(2-methoxy-6-(trifluoromethyl)pyridin-3-yl)-2-oxoimidazoline-4-carbonitrile C1=NC=C(C2=CC=CC=C12)N1C(N(CC1C#N)C=1C(=NC(=CC1)C(F)(F)F)OC)=O